methyl 8-(((4-formyl-6-methoxypyridin-3-yl)oxy)methyl)imidazo[1,2-a]pyridine-6-carboxylate C(=O)C1=C(C=NC(=C1)OC)OCC=1C=2N(C=C(C1)C(=O)OC)C=CN2